CNC(=O)C1=CC(=CC=2CCOC21)C(=O)N N7-methyl-2,3-dihydrobenzofuran-5,7-dicarboxamid